bis(2,4,6-trimethyl-benzoyl)diphenyl-phosphine oxide CC1=C(C(=O)C=2C(=C(C=CC2)P(C2=CC=CC=C2)=O)C(C2=C(C=C(C=C2C)C)C)=O)C(=CC(=C1)C)C